5-(2-methoxyethoxymethyl)-2-phenyl-N-(2-thienylmethyl)-1H-indol-7-amine COCCOCC=1C=C2C=C(NC2=C(C1)NCC=1SC=CC1)C1=CC=CC=C1